C(C)(C)(C)S(=O)N tertiary butyl-sulfinamide